C(C1=CC=CC=C1)N1N=CC(=C1)CN1CCC2(CC1)COC1=CC=3C(N(CC3C=C12)C1C(NC(CC1)=O)=O)=O 3-(1'-((1-benzyl-1H-pyrazol-4-yl)methyl)-7-oxo-5,7-dihydro-2H,6H-spiro[furo[2,3-f]isoindole-3,4'-piperidin]-6-yl)piperidine-2,6-dione